NC=1C2=C(N=CN1)NC(=C2)C=2C(=C(C=CC2F)NS(=O)(=O)C=2C(=NC=C(C2)Cl)OC)F N-[3-(4-amino-7H-pyrrolo[2,3-d]pyrimidin-6-yl)-2,4-difluorophenyl]-5-chloro-2-methoxypyridine-3-sulfonamide